(1S,2S,5R)-2-((tert-Butoxycarbonyl)amino)-5-fluorocyclohexane-1-carboxylic acid methyl ester COC(=O)[C@@H]1[C@H](CC[C@H](C1)F)NC(=O)OC(C)(C)C